ClC1=CC(=C(C=C1C#N)NS(=O)(=O)C=1C=C(C(=O)O)C=CC1C1CC1)OC1CC2(CC2)CC1 3-(N-(4-chloro-5-cyano-2-(spiro[2.4]heptan-5-yloxy)phenyl)sulfamoyl)-4-cyclopropylbenzoic acid